tert-butyl 1,4,5,7-tetrahydropyrazolo[3,4-c]pyridine-6-carboxylate N1N=CC2=C1CN(CC2)C(=O)OC(C)(C)C